ClC1=CC=C(C=C1)C(N1[C@@H](CN(CC1)C1=C(C(N(C2=CC=C(N=C12)Br)C)=O)C#N)C)C1=CC=C(C=C1)Cl (R)-4-(4-(bis(4-chlorophenyl)methyl)-3-methylpiperazin-1-yl)-6-bromo-1-methyl-2-oxo-1,2-dihydro-1,5-naphthyridine-3-carbonitrile